ClC1=C(C(=CC2=C1N=C(S2)C2=C1N=CC(=NC1=CC(=C2)C)OC)OC[C@@H](C)O)F (R)-1-((4-chloro-5-fluoro-2-(2-methoxy-7-methylquinoxalin-5-yl)benzo[d]thiazol-6-yl)oxy)propan-2-ol